C[Si](C)(C)O[Cr](=O)(=O)O[Si](C)(C)C bis-(trimethylsilyl)-chromate